OCC[N+](C)(C)C.C(CCCCCCCCCCCCCCC)OC[C@@H](O)COP(=O)(O)OCC[N+](C)(C)C 1-hexadecyl-sn-glycero-3-phosphocholine Choline